FC(C1=CC=C(C=N1)NC(=O)C1=NC=NC(=C1)C1=CC(=CC=C1)Cl)(F)F 6-(3-Chloro-phenyl)-pyrimidine-4-carboxylic acid (6-trifluoromethyl-pyridin-3-yl)-amide